tert-butyl 4-[[3-(2,4-dimethyl-1,3-thiazol-5-yl)-6-oxopyridazin-1-yl]methyl]piperidine-1-carboxylate CC=1SC(=C(N1)C)C1=NN(C(C=C1)=O)CC1CCN(CC1)C(=O)OC(C)(C)C